6-acetyl-2-[[5-[4-[4-[[tert-butyl(dimethyl)silyl]oxymethyl]phenyl]-1-piperidyl]-2-pyridyl]amino]-8-cyclopentyl-5-methyl-pyrido[2,3-d]pyrimidin-7-one C(C)(=O)C1=C(C2=C(N=C(N=C2)NC2=NC=C(C=C2)N2CCC(CC2)C2=CC=C(C=C2)CO[Si](C)(C)C(C)(C)C)N(C1=O)C1CCCC1)C